2-((4-(3-((4-cyano-2-fluorobenzyl)oxy)-1H-pyrazol-1-yl)piperidin-1-yl)methyl)-1-((1-(difluoromethyl)-1H-imidazol-5-yl)methyl)-1H-benzo[d]imidazole-6-carboxylic acid C(#N)C1=CC(=C(COC2=NN(C=C2)C2CCN(CC2)CC2=NC3=C(N2CC2=CN=CN2C(F)F)C=C(C=C3)C(=O)O)C=C1)F